N-(3-(dimethylcarbamoyl)-4-methoxyphenyl)-4-(3-methyl-1H-pyrrolo[2,3-b]pyridin-5-yl)benzo[b]thiophene-2-carboxamide CN(C(=O)C=1C=C(C=CC1OC)NC(=O)C1=CC2=C(S1)C=CC=C2C=2C=C1C(=NC2)NC=C1C)C